1,4-bis[(1H-imidazole-1-yl)methyl]benzene N1(C=NC=C1)CC1=CC=C(C=C1)CN1C=NC=C1